3-ethoxy-3-methyl-1-butanol C(C)OC(CCO)(C)C